O.[Cl-].[Cs+] cesium chloride, hydrate